NC1=CC=CC=2CC3=CC=CC=C3C12 4-Aminofluorene